FC1CN(CCC1)C(=O)[O-] 3-fluoro-piperidine-1-carboxylate